C1(CC1)C(C(=O)O)(C)O 2-cyclopropyl-2-hydroxy-propionic acid